C(C=CCCC)C1=CC=C(C=C1)C1=CC=CC=C1 4-(2-hexen-1-yl)-1,1'-biphenyl